[Cl-].[Cl-].C(CCC)C1(C=CC=C1)[Zr+2]C1(C=CC=C1)CCCC bis(butylcyclopentadienyl)zirconium (IV) dichloride